N-{[5-(2-chlorophenyl)-1,2-oxazol-3-yl]methyl}-1-(2,6-dimethylpyridin-3-yl)-1H-1,2,3-triazole-4-carboxamide ClC1=C(C=CC=C1)C1=CC(=NO1)CNC(=O)C=1N=NN(C1)C=1C(=NC(=CC1)C)C